NON-8-ENAL C(CCCCCCC=C)=O